FC(CC1(CC1)NC(O[C@H]1C[C@H](CC1)C1=CC(=NN1)NC(=O)C1=CC(=NN1C)COC)=O)(F)F (1R,3S)-3-[3-({[3-(meth-oxymethyl)-1-methyl-1H-pyrazol-5-yl]carbonyl}-amino)-1H-pyrazol-5-yl]-cyclopentyl [1-(2,2,2-trifluoroethyl)cycloprop-yl]carbamate